C(C1=CC=CC=C1)N1CCN(CC1)C[C@H](CO[Si](C)(C)C(C)(C)C)OC (R)-1-benzyl-4-(3-((tert-butyldimethylsilyl)oxy)-2-methoxypropyl)piperazine